methyl 6-(4-([1,1'-biphenyl]-4-ylamino)-2,5-dimethylthiophene-3-carboxamido)spiro[3.3]Heptane-2-carboxylate C1(=CC=C(C=C1)NC=1C(=C(SC1C)C)C(=O)NC1CC2(CC(C2)C(=O)OC)C1)C1=CC=CC=C1